O1CCC(CC1)OC=1C=C(C(=O)O)C=CC1 3-((tetrahydro-2H-pyran-4-yl)oxy)benzoic acid